C(C)(C)(C)OC(=O)NCCN1N=CC(=C1)NC1=NC=C2C=C(C(N(C2=C1)CCCO)=O)N1CCN(C2=C(C=CC=C12)C)C(=O)OCC1=CC=CC=C1 benzyl 4-[7-[[1-[2-(tert-butoxycarbonylamino)ethyl]pyrazol-4-yl]amino]-1-(3-hydroxypropyl)-2-oxo-1,6-naphthyridin-3-yl]-8-methyl-2,3-dihydroquinoxaline-1-carboxylate